isopropyl-L-phenylalanine C(C)(C)N[C@@H](CC1=CC=CC=C1)C(=O)O